di(2-hydroxyethyl) sulfide OCCSCCO